4-[6-[[(3R)-1-ethyl-3-piperidinyl]amino]-4-methyl-pyridazin-3-yl]-3-hydroxy-benzonitrile C(C)N1C[C@@H](CCC1)NC1=CC(=C(N=N1)C1=C(C=C(C#N)C=C1)O)C